3,6,10,11-tetrakis(n-pentyloxy)triphenylene-2,7-dipentanol C(CCCC)OC=1C(=CC=2C3=CC(=C(C=C3C3=CC(=C(C=C3C2C1)OCCCCC)CCCCCO)OCCCCC)OCCCCC)CCCCCO